ammonium 2-amino-4-(methylphosphinato)butyric acid NC(C(=O)O)CCP(=O)([O-])C.[NH4+]